2-[4-[4-(aminomethyl)-1-oxo-2H-phthalazin-6-yl]-2-methyl-pyrazol-3-yl]-4,6-diethyl-benzonitrile NCC1=NNC(C2=CC=C(C=C12)C1=C(N(N=C1)C)C1=C(C#N)C(=CC(=C1)CC)CC)=O